BrC=1C=C2C(=NN(C2=CC1)[C@H]1COCC1)CO (R)-(5-bromo-1-(tetrahydrofuran-3-yl)-1H-indazol-3-yl)methanol